FC1=C(C(=CC(=C1)F)OCCOC)C1=C2C(=C(N=C1C1=NN3C([C@@H](N([C@@H](C3)C)C(=O)OC(C)(C)C)C)=C1)O)SC=C2F tert-butyl (4S,6R)-2-[4-[2,4-difluoro-6-(2-methoxyethoxy)phenyl]-3-fluoro-7-hydroxy-thieno[2,3-c]pyridin-5-yl]-4,6-dimethyl-6,7-dihydro-4H-pyrazolo[1,5-a]pyrazine-5-carboxylate